OC1(CC1)C=1C=NN(C1C1=CC=C(C=C1)NC(OC(C)(C)C)=O)C Tert-butyl (4-(4-(1-hydroxycyclopropyl)-1-methyl-1H-pyrazol-5-yl)phenyl)carbamate